BrC1=C(C2=C(N1C(=O)OC(C)(C)C)C=C(S2)C(=O)OCC)CC 4-(tert-butyl) 2-ethyl 5-bromo-6-ethyl-4H-thieno[3,2-b]pyrrole-2,4-dicarboxylate